F[P-](F)(F)(F)(F)F.CC1=C(C(=C(C=C1)[SH2+])C)C trimethyl-phenyl-sulfonium hexafluorophosphate